tert-Butyl [4-(2-bromoethyl)pyridin-2-yl](4-methoxybenzyl)carbamate BrCCC1=CC(=NC=C1)N(C(OC(C)(C)C)=O)CC1=CC=C(C=C1)OC